(E)-N-(6-((R)-3-((5-chloro-4-methoxypyrimidin-2-yl)amino)pyrrolidine-1-carbonyl)pyridin-3-yl)-4-((R)-3-fluoropyrrolidin-1-yl)but-2-enamide ClC=1C(=NC(=NC1)N[C@H]1CN(CC1)C(=O)C1=CC=C(C=N1)NC(\C=C\CN1C[C@@H](CC1)F)=O)OC